2-((6-amino-9H-purine-9-yl)methyl)-6-fluoro-3-(3-fluorophenyl)-4H-chromen-4-one NC1=C2N=CN(C2=NC=N1)CC=1OC2=CC=C(C=C2C(C1C1=CC(=CC=C1)F)=O)F